O[11CH2]C[N+](C)(C)C [11C]choline